N-[3-fluoro-4-(3-fluoro-6,7-dimethoxy-4-quinolyloxy)phenyl]-1-(5-cyano-4-fluoro-2-tolyl)-6-cyclopropyl-2-oxo-1,2-dihydronicotinamide FC=1C=C(C=CC1OC1=C(C=NC2=CC(=C(C=C12)OC)OC)F)NC(C=1C(N(C(=CC1)C1CC1)C1=C(C=C(C(=C1)F)C#N)C)=O)=O